tert-butyl 4-[2-[2-[2-[2-[2-[2-[2-[2-[2-[2-[2-(3-chloro-5-nitro-phenoxy)ethoxy] ethoxy]ethoxy]ethoxy]ethoxy]ethoxy]ethoxy]ethoxy]ethoxy] ethoxy]ethoxy]benzoate ClC=1C=C(OCCOCCOCCOCCOCCOCCOCCOCCOCCOCCOCCOC2=CC=C(C(=O)OC(C)(C)C)C=C2)C=C(C1)[N+](=O)[O-]